5-((5-Bromo-2-hydroxyphenyl)sulfonamido)-3-cyclopropyl-2-fluoro-N-(tetrahydrofuran-3-yl)benzamide BrC=1C=CC(=C(C1)S(=O)(=O)NC=1C=C(C(=C(C(=O)NC2COCC2)C1)F)C1CC1)O